(S)-7-(6-amino-3-chloropyridin-2-yl)-6-chloro-1-(2-isopropylphenyl)-4-(2-methylpiperazin-1-yl)pyrido[2,3-d]pyrimidin-2(1H)-one NC1=CC=C(C(=N1)C=1C(=CC2=C(N(C(N=C2N2[C@H](CNCC2)C)=O)C2=C(C=CC=C2)C(C)C)N1)Cl)Cl